OCCSC=1C=C(C=C(C1)SCCO)C[C@@H](C(=O)N[C@H](C(=O)OCC)CC=1SC=CC1)NC(=O)OC(C)(C)C ethyl (2S)-2-[[(2S)-3-[3,5-bis(2-hydroxyethylsulfanyl) phenyl]-2-(tert-butoxycarbonylamino)propanoyl]amino]-3-(2-thienyl)propanoate